CC1(OCC(O1)CN)C (2,2-dimethyl-1,3-dioxolan-4-yl)methanamine